(R)-2'-oxo-1'-((2-(trimethylsilyl)ethoxy)methyl)-1',2',6,7-tetrahydro-4H-spiro[benzofuran-5,3'-pyrrolo[2,3-B]pyridine]-2-carboxylic acid ethyl ester C(C)OC(=O)C=1OC2=C(C1)C[C@]1(C(N(C3=NC=CC=C31)COCC[Si](C)(C)C)=O)CC2